dicyclopentyl-cyclopentadienyl-methoxysilane C1(CCCC1)[Si](OC)(C1C=CC=C1)C1CCCC1